tert-butyl (2-(2-(hydroxymethyl)-5-nitrobenzamido)ethyl)carbamate OCC1=C(C(=O)NCCNC(OC(C)(C)C)=O)C=C(C=C1)[N+](=O)[O-]